OC=1C(=C(C=C(C1)C(C)(C)C)N1N=C2C(=N1)C=CC=C2)O 2-(3'-hydroxy-5'-tert-butyl-2'-hydroxyphenyl)benzotriazole